3-(2-(4-chlorophenyl)-4,6-dimethoxy-3-oxo-2,3-dihydrobenzofuran-2-yl)-3-(3-fluorophenyl)propanal ClC1=CC=C(C=C1)C1(OC2=C(C1=O)C(=CC(=C2)OC)OC)C(CC=O)C2=CC(=CC=C2)F